1-Benzyl-3-(4-chlorophenyl)-5-methyl-6-(pyrrolidin-1-yl)-3,5-dihydroimidazo[4,5-c][1,2]thiazine-4(1H)-one 2,2-dioxide C(C1=CC=CC=C1)N1S(C(C(C2=C1N=C(N2C)N2CCCC2)=O)C2=CC=C(C=C2)Cl)(=O)=O